C1(CC1)S(=O)(=O)N1CCC(CC1)NC1=NC=2C3=C(C=CC2C=N1)N=NN3C(C)C N-(1-(cyclopropylsulfonyl)piperidin-4-yl)-1-isopropyl-1H-[1,2,3]triazolo[4,5-h]quinazolin-8-amine